BrC1=CC=C(C=C1)C(C)(C)C 1-bromo-4-tert-butylbenzene